FC1=C(C=CC(=C1)[N+](=O)[O-])C=1CCN(CC1)C(=O)[C@@H]1CC[C@H](CC1)C(=O)OC(C)(C)C tert-butyl trans-4-(4-(2-fluoro-4-nitrophenyl)-1,2,3,6-tetrahydropyridine-1-carbonyl)cyclohexane-1-carboxylate